trin-butyl-tetradecyl-phosphonium chloride [Cl-].C(CCC)[P+](CCCCCCCCCCCCCC)(CCCC)CCCC